N1(N=CN=C1)CCNC1=C(C=C(C=C1)N)C=1C=CC=C2C=CNC12 N1-(2-(1H-1,2,4-triazol-1-yl)ethyl)-2-(1H-indol-7-yl)benzene-1,4-diamine